O1C(CCCC1)OCC1=CN=NN1C[Si](C)(C)C 5-(((Tetrahydro-2H-Pyran-2-yl)oxy)Methyl)-1-((Trimethylsilyl)Methyl)-1H-1,2,3-Triazole